tert-butyl 4-(5-(benzyloxy)pyrimidin-2-yl)piperazine-1-carboxylate C(C1=CC=CC=C1)OC=1C=NC(=NC1)N1CCN(CC1)C(=O)OC(C)(C)C